C(C)(=O)OC=1C=C2C=CC=C(C2=CC1)C#N 6-acetoxy-1-naphthalonitrile